(R*)-3-((S*)-1-((2,5-bis(trifluoromethyl)pyrazolo[1,5-a]pyrimidin-7-yl)amino)-2-(4-fluorophenyl)propan-2-yl)-N-(2-hydroxyethyl)pyrrolidine-1-carboxamide FC(C1=NN2C(N=C(C=C2NC[C@](C)(C2=CC=C(C=C2)F)[C@@H]2CN(CC2)C(=O)NCCO)C(F)(F)F)=C1)(F)F |o1:12,21|